(-)-(R*)-2-[1-(2,6-difluoro-4-methoxyphenyl)-2-nitroethyl]malonic acid dimethyl ester COC(C(C(=O)OC)[C@@H](C[N+](=O)[O-])C1=C(C=C(C=C1F)OC)F)=O |o1:8|